5-methyl-4-[(7-methyl-9-(oxetan-4-yl)-8-oxo-8,9-dihydro-7h-purin-2-yl)amino]thiophene-2-carboxamide CC1=C(C=C(S1)C(=O)N)NC1=NC=C2N(C(N(C2=N1)C1CCO1)=O)C